2-pentyne-1,5-diol C(C#CCCO)O